2,4,6-tris(3,5-di-tert-butyl-2,6-dihydroxyphenyl)triazinyl-zirconium dichloride [Cl-].[Cl-].C(C)(C)(C)C=1C(=C(C(=C(C1)C(C)(C)C)O)N1NC(=C(C(=N1)C1=C(C(=CC(=C1O)C(C)(C)C)C(C)(C)C)O)[Zr+2])C1=C(C(=CC(=C1O)C(C)(C)C)C(C)(C)C)O)O